2,2',2''-nitrilotriethanethiol N(CCS)(CCS)CCS